N-(4-methylenetetrahydrofuran-3-yl)carbamic acid benzyl ester C(C1=CC=CC=C1)OC(NC1COCC1=C)=O